N-methoxy-N,2-dimethylpyrimidine-5-carboxamide CON(C(=O)C=1C=NC(=NC1)C)C